Tert-Butyl 1-[1-(2-bromo-4-fluorophenyl)ethyl]-1H,4H,5H,6H,7H-[1,2,3]triazolo[4,5-c]pyridine-5-carboxylate BrC1=C(C=CC(=C1)F)C(C)N1N=NC=2CN(CCC21)C(=O)OC(C)(C)C